COC=1C=C(C2=CC=CC=C2C1OC)C=O 3,4-Dimethoxy-1-naphthaldehyd